4-chloro-1-((4,4-difluorocyclohexyl)methyl)-3-methyl-N-(3-sulfamoylphenyl)-1H-pyrazole-5-carboxamide ClC=1C(=NN(C1C(=O)NC1=CC(=CC=C1)S(N)(=O)=O)CC1CCC(CC1)(F)F)C